CN1N=NN=C1C=1C(=NC2=CC=CC=C2N1)N (1-methyltetrazol-5-yl)quinoxalin-2-amine